7H-benzo[b][1,8]naphthyridine-4-carbonitrile N1=CC=C(C=2C=C3C(=NC12)C=CCC3)C#N